FC1=C(C=C(C=C1)F)[C@@H](CC1=NC(=NC(=N1)N[C@@H](CO)CC(C)C)NS(=O)(=O)C)C N-(4-((R)-2-(2,5-Difluorophenyl)propyl)-6-(((R)-1-hydroxy-4-methylpentan-2-yl)amino)-1,3,5-triazin-2-yl)methanesulfonamide